2-((2-chlorophenyl)amino)-N-(1-methyl-3-(trifluoromethyl)-1H-pyrazol-5-yl)benzamide ClC1=C(C=CC=C1)NC1=C(C(=O)NC2=CC(=NN2C)C(F)(F)F)C=CC=C1